methyl 6-(2-(hydroxymethyl)piperazin-1-yl)-2,4-dimethylnicotinate hydrochloride Cl.OCC1N(CCNC1)C1=NC(=C(C(=O)OC)C(=C1)C)C